N-(4-(3,5-bis((((1H-imidazol-2-yl)methyl)(pyridin-2-ylmethyl)amino)methyl)phenoxy)butyl)-2,2,2-trifluoroacetamide N1C(=NC=C1)CN(CC1=NC=CC=C1)CC=1C=C(OCCCCNC(C(F)(F)F)=O)C=C(C1)CN(CC1=NC=CC=C1)CC=1NC=CN1